FC(C(C1=CC=C(C=C1)C(F)(F)F)NS(=O)(=O)C1=CN=C2N1C=CC=N2)(F)F N-(2,2,2-trifluoro-1-(4-(trifluoromethyl)phenyl)ethyl)imidazo[1,2-a]pyrimidine-3-sulfonamide